1,3-dimethylbenzylimidazolium 2-ethylhexanoate C(C)C(C(=O)[O-])CCCC.CC1(CC=2NC=C[NH+]2)CC(=CC=C1)C